7-(2-fluoro-6-(2-(methoxymethyl)pyrrolidin-1-yl)pyridin-4-yl)-5,6,7,8-tetrahydro-2,7-naphthyridine-3-carboxylic acid FC1=NC(=CC(=C1)N1CCC=2C=C(N=CC2C1)C(=O)O)N1C(CCC1)COC